FC=1C=NN(C1)C1=CC=C(C=N1)CC=1C(=NC=CC1)N ((6-(4-fluoro-1H-pyrazol-1-yl)pyridin-3-yl)methyl)pyridin-2-amine